2-hydroxy-3-iodo-5,8-dihydro-1,7-naphthyridine-7(6H)-carboxylic acid tert-butyl ester C(C)(C)(C)OC(=O)N1CCC=2C=C(C(=NC2C1)O)I